C1CC12CCC(CC2)C=NO spiro[2.5]octane-6-carbaldehyde oxime